C(\C=C\C(=O)O)(=O)O.N1=CC=C(C=C1)C1=C(CNCC)C=CC=C1 N-(2-(pyridin-4-yl)benzyl)ethylamine monofumarate